C(C)(C)(C)OC(=O)N(CC#CC1=CC(=C(OCCCC2=C(N=C(S2)NCCCCC([Si](C)(C)C(C)(C)C)=O)C(=O)OC)C=C1)F)C methyl 5-[3-[4-[3-[tert-Butoxycarbonyl (methyl) amino] prop-1-ynyl]-2-fluoro-phenoxy] propyl]-2-[5-[tert-butyl (dimethyl) silyl] oxopentylamino]-1,3-thiazole-4-carboxylate